ClC1=NC=C(C(=N1)OC=1C=C(C=CC1F)NC(OC(C)(C)C)=O)Cl tert-butyl (3-((2,5-dichloropyrimidin-4-yl)oxy)-4-fluorophenyl)carbamate